CC([C@@H](C(N[C@H](C(N[C@H](C=C=O)C[C@H]1C(NCC1)=C=O)=C=O)CC1=CC=CC=C1)=C=O)NC(=O)C=1NC2=CC=CC=C2C1)C N-{(S)-3-methyl-1-carbonyl-1-{{(S)-1-carbonyl-1-{{(S)-1-carbonyl-3-[(S)-2-carbonylpyrrolidin-3-yl]propan-2-yl}amino}-3-phenylpropan-2-yl}amino}butan-2-yl}indole-2-carboxamide